tert-butyldimethyl(2-propynyloxy)silane C(C)(C)(C)[Si](OCC#C)(C)C